(L)-4-Dihydroxyborylphenylalanine OB(C1=CC=C(C[C@H](N)C(=O)O)C=C1)O